1,1-di(4-hydroxyphenyl)cyclohexane OC1=CC=C(C=C1)C1(CCCCC1)C1=CC=C(C=C1)O